3-(2-bromophenyl)-1-methylpiperazine BrC1=C(C=CC=C1)C1CN(CCN1)C